Pyrimidine-4,5-diamine hydrochloride Cl.N1=CN=C(C(=C1)N)N